ClC1=NN2C(C=N1)=CN=C2C2(CCCC2)C 2-chloro-7-(1-methylcyclopentyl)imidazo[4,3-f][1,2,4]triazine